FC1=C(OC2=NC=C(C=C2C(=O)NC2=CC(=CC=C2)S(=O)(=O)C)C(F)(F)F)C=CC(=C1)F 2-(2,4-difluorophenoxy)-N-(3-methylsulfonylphenyl)-5-(trifluoromethyl)pyridine-3-carboxamide